CS(=O)(=O)OCC1=CC(=NC(=N1)SC)C1CCN(CC1)C(=O)OC(C)(C)C tert-butyl 4-(6-(((methylsulfonyl)oxy)methyl)-2-(methylthio)pyrimidin-4-yl)piperidine-1-carboxylate